2-(4-chloro-3-fluorophenoxy)-N-[2-hydroxy-1-(hydroxymethyl)ethyl]acetamide ClC1=C(C=C(OCC(=O)NC(CO)CO)C=C1)F